N1(C=NC=C1)C1=CC=C(C=C1)C1=CC(=NN1)NC1=CC=C(C=C1)O 4-((5-(4-(1H-imidazol-1-yl)phenyl)-1H-pyrazol-3-yl)amino)phenol